(S)-3-fluoro-N'-((5-fluoro-2,4-diisopropylpyridin-3-yl)carbamoyl)-5-(2-hydroxypropan-2-yl)thiophene-2-sulfonimidamide FC1=C(SC(=C1)C(C)(C)O)[S@](=O)(N)=NC(NC=1C(=NC=C(C1C(C)C)F)C(C)C)=O